C(C1=CC=CC=C1)NC1CC(NCC1CN1CCN(CC1)CC)Cl N-benzyl-2-chloro-5-((4-ethylpiperazin-1-yl)methyl)piperidin-4-amine